N1=CC(=CC=C1)OC=1C=C(C=C(C1)O)O 5-(pyridin-3-yloxy)benzene-1,3-diol